O=C1C=C(C(=CN1)C(=O)O)C1=CC=CC=C1 oxo-4-phenyl-1,6-dihydropyridine-3-carboxylic acid